C(C1=CC=CC=C1)NC=1C(=NC=CN1)CCC(=O)OC methyl 3-(3-(benzylamino)pyrazin-2-yl)propanoate